(S)-5-(4-((7-Ethyl-6-oxo-5,6-dihydro-1,5-naphthyridin-3-yl)methyl)piperazin-1-yl)-N-(Pyrrolidin-3-yl)pyridineamide C(C)C=1C(NC=2C=C(C=NC2C1)CN1CCN(CC1)C=1C=CC(=NC1)C(=O)N[C@@H]1CNCC1)=O